C(C)(C)(C)N(C(O)=O)[C@H]1CN(CCC1)CCN1C(C(=CC2=C1N=C(N=C2)SC)C2=C(C(=CC(=C2Cl)OC)OC)Cl)=O.C(=C)C2=CC=C(C=C2)C(C)(C)C2=CC=C(C=C2)C=C 2,2-bis(4-vinylphenyl)propane (R)-tert-butyl-(1-(2-(6-(2,6-dichloro-3,5-dimethoxyphenyl)-2-(methylthio)-7-oxopyrido[2,3-d]pyrimidin-8(7H)-yl)ethyl)-piperidin-3-yl)carbamate